ClC1=CC=C(C(=N1)C=1C=NN(C1)C1CC1)NC(C)C=1C=C(C=C2C(N(C=3N(C12)C=NC3C(=O)N(C)C)C)=O)C 9-(1-((6-chloro-2-(1-cyclopropyl-1H-pyrazol-4-yl)pyridin-3-yl)amino)ethyl)-N,N,4,7-tetramethyl-5-oxo-4,5-dihydroimidazo[1,5-a]quinazoline-3-carboxamide